1-(2,4-dimethoxy-benzyl)-5-oxo-2-phenyl-3-p-tolylsulfanyl-pyrrolidine-3-carboxylic acid COC1=C(CN2C(C(CC2=O)(C(=O)O)SC2=CC=C(C=C2)C)C2=CC=CC=C2)C=CC(=C1)OC